6-[4-(cyclopropyloxy)phenyl]-N-[(2-morpholino-3-pyridinyl)methyl]pyridazine-4-carboxamide C1(CC1)OC1=CC=C(C=C1)C1=CC(=CN=N1)C(=O)NCC=1C(=NC=CC1)N1CCOCC1